C(C1=CC=CC=C1)OC1(COCC2=C1OC(C1=C2C=C(S1)C=1C(=NN(C1)COCC[Si](C)(C)C)F)=O)C(C)C 4-(benzyloxy)-8-(3-fluoro-1-((2-(trimethylsilyl)ethoxy)methyl)-1H-pyrazol-4-yl)-4-isopropyl-3,4-dihydro-1H,6H-pyrano[4,3-b]Thieno[3,2-d]Pyran-6-one